(1R,3aS,3bR,5aS,7S,9aS,9bS,11aR)-1-[(2R)-6-hydroxy-6-methylheptan-2-yl]-9a,11a-dimethylhexadecahydro-1H-cyclopenta[1,2-i]phenanthren-7-yl hydroxyacetate OCC(=O)O[C@@H]1C[C@@H]2CC[C@H]3[C@H]4[C@](CC[C@@H]3[C@]2(CC1)C)([C@H](CC4)[C@H](C)CCCC(C)(C)O)C